C(#N)C=1C=NN2C1C(=CC(=C2)OCC)C=2C=CC(=NC2)N2CCC(CC2)(COCCN2CCN(CC2)CCC2OCCO2)NC(C2=C(C=CC(=C2)F)F)=O N-[1-[5-(3-cyano-6-ethoxy-pyrazolo[1,5-a]pyridin-4-yl)-2-pyridyl]-4-[2-[4-[2-(1,3-dioxolan-2-yl)ethyl]piperazin-1-yl]ethoxymethyl]-4-piperidyl]-2,5-difluoro-benzamide